NC=1C(=C(C=C2C=C(N=CC12)NC(O[C@H]1CN(C(C1)=O)C)=O)C=1C=NC=2CCCNC2C1C)F (R)-1-Methyl-5-oxopyrrolidin-3-yl (8-amino-7-fluoro-6-(4-methyl-5,6,7,8-tetrahydro-1,5-naphthyridin-3-yl)isoquinolin-3-yl)carbamate